C(#N)N1C[C@]2(CCC2C1)NC(=O)C=1SC(=CN1)C1=C(C=CC=C1)NC1=CC=CC=C1 N-((1R)-3-cyano-3-azabicyclo[3.2.0]heptan-1-yl)-5-(2-(phenylamino)phenyl)thiazole-2-carboxamide